C(C=C)N(S(=O)(=O)C1=CC=C(C=C1)C)CC#C N-allyl-4-methyl-N-propargyl-benzenesulfonamide